COC=1C=C(C=CC1OC)C=1NC2=CC=C(C=C2C1C(C)C)C=1OC(=NN1)C[C@H]1NCCCC1 (S)-2-(2-(3,4-dimethoxyphenyl)-3-isopropyl-1H-indol-5-yl)-5-(piperidin-2-ylmethyl)-1,3,4-oxadiazole